ClC=1C(=NC=C(C1[C@@H](C)OC=1C=C2C(=NNC2=CC1)C=1C=NC(=CC1)N1CC2(CN(C2)S(=O)(=O)C)C1)Cl)C 5-[(1R)-1-(3,5-dichloro-2-methyl-4-pyridyl)ethoxy]-3-[6-(2-methylsulfonyl-2,6-diazaspiro[3.3]heptan-6-yl)-3-pyridyl]-1H-indazole